3-Amino-7-methyl-8-oxo-7,8-dihydro-6H-pyrrolo[3,4-g]quinoline-2-carboxylic acid ethyl ester C(C)OC(=O)C1=NC2=CC3=C(C=C2C=C1N)CN(C3=O)C